BrC1=CC=C2C(C(COC2=C1)(C)C)N 7-bromo-3,3-dimethylchroman-4-amine